n-octyl α-allyloxymethylacrylate C(C=C)OCC(C(=O)OCCCCCCCC)=C